ClC1=CC=C(C=C1)[C@@]1(N(C(C2=CC(=CC(=C12)F)C(C)(O)C1(CCOCC1)F)=O)CC1=CC=C(C=N1)C#N)OC[C@@H](CF)O 6-{[(1R)-1-(4-chlorophenyl)-7-fluoro-1-[(2S)-3-fluoro-2-hydroxypropoxy]-5-[1-(4-fluorooxan-4-yl)-1-hydroxyethyl]-3-oxo-2,3-dihydro-1H-isoindol-2-yl]methyl}pyridine-3-carbonitrile